CC(=O)N[C@@H]1[C@H]([C@@H]([C@H](O[C@H]1O[C@@H]2[C@H](OC([C@@H]([C@H]2O)NC(=O)C)O)CO)CO)O[C@H]3[C@H]([C@H]([C@@H]([C@H](O3)CO[C@@H]4[C@H]([C@H]([C@@H]([C@H](O4)CO)O)O[C@@H]5[C@H]([C@H]([C@@H]([C@H](O5)CO)O)O)O)O)O)O[C@@H]6[C@H]([C@H]([C@@H]([C@H](O6)CO)O)O)O[C@@H]7[C@H]([C@H]([C@@H]([C@H](O7)CO)O)O)O[C@@H]8[C@H]([C@H]([C@@H]([C@H](O8)CO)O)O)O)O)O The molecule is an amino octasaccharide that is the linear hexasaccharide alpha-D-Man-(1->2)-alpha-D-Man-(1->2)-alpha-D-Man-(1->3)-beta-D-Man-(1->4)-beta-D-GlcNAc-(1->4)-D-GlcNAc in which the mannosyl residue nearest the reducing end has the disaccharide alpha-D-Man-(1->3)-alpha-D-Man attached at position 6. It is an amino octasaccharide, a glucosamine oligosaccharide and a (Hex)6,7(HexNAc)2.